2-[1-(3-cyanophenyl)pyrazol-4-yl]-N-(5-cyclopropyl-2H-pyrazol-3-yl)propanamide C(#N)C=1C=C(C=CC1)N1N=CC(=C1)C(C(=O)NC=1NN=C(C1)C1CC1)C